tert-butyl 4-{[(1,3-dioxo-1,3-dihydro-2H-isoindol-2-yl)oxy]carbonyl}-4-methylpiperidine-1-carboxylate O=C1N(C(C2=CC=CC=C12)=O)OC(=O)C1(CCN(CC1)C(=O)OC(C)(C)C)C